2-cyclopentyl-4-methyl-N-(4-(methylsulfonyl)but-3-en-2-yl)-6-phenoxypyrimidine-5-carboxamide C1(CCCC1)C1=NC(=C(C(=N1)C)C(=O)NC(C)C=CS(=O)(=O)C)OC1=CC=CC=C1